1,2,5-thiadiazolecarboxylic acid S1N=C(C=N1)C(=O)O